C(C)N(C(CCC1=CC2=C(N3C(S2)=NC(=C3)C3=CC=C(C=C3)C(F)(F)F)C=C1)=O)CC N,N-Diethyl-3-(2-(4-(trifluoromethyl)phenyl)benzo[d]imidazo[2,1-b]thiazol-7-yl)propanamide